C(C)(=O)C1=NC=CC(=N1)COC1=CC=C(C=C1)C(C)(C)C1=CC=C(OC[C@@H]2N(CCC2)C=2C=C3C(N(C(C3=CC2)=O)C2C(NC(CC2)=O)=O)=O)C=C1 5-((R)-2-((4-(2-(4-((2-acetylpyrimidin-4-yl)methoxy)phenyl)propan-2-yl)phenoxy)methyl)pyrrolidin-1-yl)-2-(2,6-dioxopiperidin-3-yl)isoindoline-1,3-dione